BrC1=C(C(=CC(=C1C)C1(C2=CC=CC=C2S(O1)(=O)=O)C1=C(C(=C(C(=C1)Br)O)Br)C)Br)O 2,6-dibromo-4-[7-(3,5-dibromo-4-hydroxy-2-methyl-phenyl)-9,9-dioxo-8-oxa-9λ6-thiabicyclo[4.3.0]nona-1,3,5-trien-7-yl]-3-methyl-phenol